NC1=C(C(=O)NC)C=CC=C1 2-amino-N-Methyl-benzamide